[N+](=O)([O-])C=1C(=NNC1)C1=NC=CC=C1 2-(4-Nitro-1H-pyrazol-3-yl)pyridine